ClC=1C=C2C(C(=[N+](C2=CC1)CC)\C=C/1\C(C(=C1[O-])\C=C\1/N(C2=CC=C(C=C2C1(C)C)OC)CC)=C(C#N)C#N)(C)C (Z)-4-((5-chloro-1-ethyl-3,3-dimethyl-3H-indol-1-ium-2-yl)methylene)-3-(dicyanomethylene)-2-(((Z)-1-ethyl-5-methoxy-3,3-dimethylindolin-2-ylidene)methyl)cyclobut-1-en-1-olate